FC(N1C(=NC2=C(C=C(C=C2C1=O)C)\C(\C)=N/[S@](=O)C(C)(C)C)C1CCOCC1)F (R,Z)-N-(1-(3-(difluoromethyl)-6-methyl-4-oxo-2-(tetrahydro-2H-pyran-4-yl)-3,4-dihydroquinazolin-8-yl)ethylidene)-2-methylpropane-2-sulfinamide